CC1=C(C=C(C(=O)NC2=CC(=NC=C2)C(F)(F)F)C=C1)NC1=NC=CC=C1C1=C2N=CN(C2=NC=N1)C1OCCCC1 4-methyl-3-((3-(9-(tetrahydro-2H-pyran-2-yl)-9H-purin-6-yl)pyridin-2-yl)amino)-N-(2-(trifluoromethyl)pyridin-4-yl)benzamide